octanedioic acid (tetrafluoroborate) F[B-](F)(F)F.C(CCCCCCC(=O)O)(=O)O